N1(CCCC1)C=1C=C(CN2CCN(CC2)C(=O)N2N=C(C=C2)C(=O)O)C=CC1C(F)(F)F 1-(4-(3-(pyrrolidin-1-yl)-4-(trifluoromethyl)benzyl)piperazine-1-carbonyl)-1H-pyrazole-3-carboxylic acid